C(CCCCCCC\C=C/CCCC)(=O)OCCCCCCCCCCCCCCCCCCCCCCCCCCCCCCCC(=O)O 32-myristoleoyloxy-dotriacontanoic acid